Cl.NC1=C(C=C(OC2=CC=NC=3NC(C=NC32)=O)C=C1)OC 8-(4-amino-3-methoxy-phenoxy)-4H-pyrido[2,3-b]pyrazin-3-one hydrochloride